C(#C)C1=C2C=CN(C(C2=CN=C1)=O)CC=1N=C2N(C=C(C=C2)C)C1 5-ethynyl-2-({6-methylimidazo[1,2-a]pyridin-2-yl}methyl)-1,2-dihydro-2,7-naphthyridin-1-one